FC=1C=C(C=CC1NCC1=CC=C(C=C1)C(F)(F)F)NC(CCCCCCCC)=O N-(3-fluoro-4-((4-(trifluoromethyl)benzyl)amino)phenyl)nonanamide